5-chloro-[1,2,4]triazolo[4,3-a]pyridine-7-carbaldehyde ClC1=CC(=CC=2N1C=NN2)C=O